C(C1=CC=C(C=C1)OC)N(C1=NC(=C(C(=N1)C1CC1)O)OC)CC1=CC=C(C=C1)OC 2-[bis(p-anisyl)amino]-4-cyclopropyl-6-methoxy-pyrimidin-5-ol